C(#N)C=1C=NN2C1C(=CC(=C2)C=2N=NN(C2C)C2CCN(CC2)C(=O)OC(C)(C)C)O[C@H](C)C2=CC=CC=C2 tert-Butyl 4-(4-[3-cyano-4-[(1R)-1-phenylethoxy]pyrazolo[1,5-a]pyridin-6-yl]-5-methyl-1,2,3-triazol-1-yl)piperidine-1-carboxylate